N-Hydroxysuccinimide Propionate C(CC)(=O)O.ON1C(CCC1=O)=O